2-[(3R)-3-methyl-[1,4'-bipiperidine]-1'-yl]-N-[(3-methylpyridin-2-yl)methyl]-1,3-thiazole-5-carboxamide C[C@H]1CN(CCC1)C1CCN(CC1)C=1SC(=CN1)C(=O)NCC1=NC=CC=C1C